C1(CC1)NC(=O)C=1C(N(C=2N(C1O)N=CC2\C=C\C(=O)N(CC)CC)CC(C)C)=O (E)-N-Cyclopropyl-3-(3-(diethylamino)-3-oxoprop-1-en-1-yl)-7-hydroxy-4-isobutyl-5-oxo-4,5-dihydropyrazolo[1,5-a]pyrimidine-6-carboxamide